FC(C(=O)O)(F)F.ClC1=NC(=CC(=C1)C=1C(=NN2C1N=C(C=C2)NCC2(CNC2)O)C=2C=C(C#N)C=CC2)C 3-[3-(2-chloro-6-methyl-4-pyridinyl)-5-[(3-hydroxyazetidin-3-yl)methylamino]pyrazolo[1,5-a]pyrimidin-2-yl]benzonitrile trifluoroacetate